N-(4-(4-amino-2,7-dimethyl-7H-pyrrolo[2,3-d]pyrimidin-5-yl)-3-methylphenyl)-2-(3-fluoro-5-(trifluoromethyl)phenyl)-2-hydroxyacetamide NC=1C2=C(N=C(N1)C)N(C=C2C2=C(C=C(C=C2)NC(C(O)C2=CC(=CC(=C2)C(F)(F)F)F)=O)C)C